3-benzyl-2,4-dioxo-1-phenyl-3-azabicyclo[3.1.0]hexane-6-carboxylic acid ethyl ester C(C)OC(=O)C1C2C(N(C(C12C1=CC=CC=C1)=O)CC1=CC=CC=C1)=O